P12NCCN(CCN1)CCN2 2,5,8,9-tetraaza-1-phosphabicyclo[3.3.3]undecane